COC(N[C@H](C(=O)NC=1C(N(C=CC1)CC=1NC2=NC=NC(=C2N1)CC1CCCCC1)=O)CC\C=C\C(=O)N(C)C)=O Methyl-(S,E)-(1-((1-((6-(cyclohexylmethyl)-9H-purin-8-yl)methyl)-2-oxo-1,2-dihydropyridin-3-yl)amino)-7-(dimethylamino)-1,7-dioxohept-5-en-2-yl)carbamat